Rac-4-(benzyloxymethyl)-4-[5-(1-piperidinylmethyl)-5,6-dihydro-1,4,2-dioxazin-3-yl]piperidine-1-carboxylic acid tert-butyl ester C(C)(C)(C)OC(=O)N1CCC(CC1)(C1=NOC[C@H](O1)CN1CCCCC1)COCC1=CC=CC=C1 |r|